BrC[C@@]1(CC2(O[C@@H]([C@H](O2)C2=CC=CC=C2)C2=CC=CC=C2)CCC1)C (2R,3R,7S)-7-(bromomethyl)-7-methyl-2,3-diphenyl-1,4-dioxaspiro[4.5]decane